(S)-tert-butyl 7-(hydroxymethyl)-2,6-dioxa-9-azaspiro[3.6]decane-9-carboxylate OC[C@H]1OCC2(COC2)CN(C1)C(=O)OC(C)(C)C